1'-(1,2-phenylenebis(propan-3,1-diyl))bis(1-methylpyrrolidin-1-ium) C1(=C(C=CC=C1)CCC[N+]1(CCCC1)C)CCC[N+]1(CCCC1)C